CN1N=C(C=C1)NC1=CC(=NC=N1)NC1=C(C(=O)N)C=CC=C1 2-((6-((1-methyl-1H-pyrazol-3-yl)amino)pyrimidin-4-yl)amino)benzamide